morpholino-[4-morpholino-2-[(2E)-2-(m-tolylmethylene)hydrazino]thieno[3,2-d]pyrimidin-6-yl]methanone O1CCN(CC1)C(=O)C1=CC=2N=C(N=C(C2S1)N1CCOCC1)N/N=C/C=1C=C(C=CC1)C